ClC1=C(C(=CC=C1)F)CC1=NSC(N1CC1CCCCC1)=O 3-[(2-chloro-6-fluorophenyl)methyl]-4-(cyclohexylmethyl)-4,5-dihydro-1,2,4-thiadiazol-5-one